2-[4-chloro-5-fluoro-2-oxo-1'-(1H-pyrazolo[3,4-b]pyridine-5-carbonyl)spiro[indole-3,4'-piperidin]-1-yl]-N-(2,2,2-trifluoroethyl)acetamide ClC1=C2C(=CC=C1F)N(C(C21CCN(CC1)C(=O)C=1C=C2C(=NC1)NN=C2)=O)CC(=O)NCC(F)(F)F